cyclohexyl (S)-6-diazo-2-((S)-2-methoxypropanamido)-5-oxohexanoate [N+](=[N-])=CC(CC[C@@H](C(=O)OC1CCCCC1)NC([C@H](C)OC)=O)=O